ClC1=C(C=C(C=C1)C(C1=CC=CC=C1)O)NC(=O)C1=CC(=NN1C=1C=C(CNC(OCCCC)=O)C=CC1)C(F)(F)F butyl 3-(5-(2-chloro-5-(hydroxy(phenyl)methyl)phenylcarbamoyl)-3-(trifluoromethyl)-1H-pyrazol-1-yl)benzylcarbamate